undecane-1,2-diol C(C(CCCCCCCCC)O)O